Tert-butyl 4-(2-(3-chloro-4-(6-chloro-9-(3-chlorobenzyl)-9H-purin-8-yl)phenoxy)ethyl)piperazine-1-carboxylate ClC=1C=C(OCCN2CCN(CC2)C(=O)OC(C)(C)C)C=CC1C=1N(C2=NC=NC(=C2N1)Cl)CC1=CC(=CC=C1)Cl